C(C)N(CCCC=1SC2=C(C(=NC=3C=C(C=CC23)C2=CC=NN2)N)N1)CC 2-[3-(diethylamino)propyl]-7-(1H-pyrazol-5-yl)-[1,3]thiazolo[4,5-c]quinolin-4-amine